ClC=1C=C(C=C(C1)OC1=CC(=CC(=C1)OC)F)NC(=O)C1=CC2=C(S1)C=CC(=C2)C(C)(C)S(=O)(=O)C N-(3-Chloro-5-(3-fluoro-5-methoxyphenoxy)phenyl)-5-(2-(methylsulfonyl)propan-2-yl)benzo[b]thiophen-2-carboxamid